BrC=1C=CC=C2N=CC(=NC12)C=1C=NN(C1)C1CCN(CC1)CC1=CC=C(C=C1)NC1=NC=CC(=N1)NC1=C2CN(C(C2=CC=C1)=O)C1C(NC(CC1)=O)=O 3-(4-((2-((4-((4-(4-(8-bromoquinoxalin-2-yl)-1H-pyrazol-1-yl)piperidin-1-yl)methyl)phenyl)amino)pyrimidin-4-yl)amino)-1-oxoisoindolin-2-yl)piperidine-2,6-dione